[(S)-2-(2-(Furan-2-yl)thiazol-4-yl)-2-[(S)-2-(methoxycarbonylamino)-3-phenylpropanamido]ethyl]phenylsulfamic acid O1C(=CC=C1)C=1SC=C(N1)[C@H](CN(S(O)(=O)=O)C1=CC=CC=C1)NC([C@H](CC1=CC=CC=C1)NC(=O)OC)=O